Benzyl Cinnamate (benzyl 3-phenylprop-2-enoate) C(C1=CC=CC=C1)C(C(=O)O)=CC1=CC=CC=C1.C(C=CC1=CC=CC=C1)(=O)OCC1=CC=CC=C1